COC1=C(CNC2=NC=3C(=CC=CC3C=3N2N=C(N3)CCO)OC)C=CC(=C1)OC 2-(5-((2,4-Dimethoxybenzyl)amino)-7-methoxy-[1,2,4]triazolo[1,5-c]quinazolin-2-yl)ethan-1-ol